((3aR,4R,6R,6aR)-6-(4-aminopyrrolo[2,1-f][1,2,4]triazin-7-yl)-6-cyano-2-methoxytetrahydrofuro[3,4-d][1,3]dioxol-4-yl)methyl isopropyl carbonate C(OC[C@H]1O[C@@]([C@@H]2OC(O[C@@H]21)OC)(C#N)C2=CC=C1C(=NC=NN12)N)(OC(C)C)=O